(3aR,4R,6S,6As)-4-[[(1,1-dimethylethoxy)carbonyl]amino]-3-(1'-ethylpropyl)-3a,5,6,6a-tetrahydro-4H-cyclopenta[d]isoxazole-6-carboxylic acid methyl ester COC(=O)[C@H]1C[C@H]([C@@H]2C(=NO[C@@H]21)C(CC)CC)NC(=O)OC(C)(C)C